COC=1C=CC(=C(C1)O)C1=C2C(=C(N=N1)NCC(C)(C)OC)C=NC=C2 5-methoxy-2-(4-((2-methoxy-2-methylpropyl)amino)pyrido[3,4-d]pyridazin-1-yl)phenol